ClC=1C=C(C#N)C=C(C1)CCN1C[C@H]([C@@H](C1)C)COC1=CC=C(C=C1)S(=O)(=O)C(CO)(C)C 3-chloro-5-{2-[(3S,4S)-3-{[4-(1-hydroxy-2-methylpropane-2-sulfonyl)phenoxy]methyl}-4-methylpyrrolidin-1-yl]ethyl}benzonitrile